NC1=CC(=C(C=C1)CCC(=O)OC)C(NCC(=O)NCC(=O)OC(C)(C)C)=O methyl 3-[4-amino-2-[[2-[(2-tert-butoxy-2-oxo-ethyl)amino]-2-oxo-ethyl] carbamoyl]phenyl]propanoate